1-methylimidazolepropanesulfonic acid CN1C(=NC=C1)CCCS(=O)(=O)O